FC1(CC(C1)C#CC1=CN=C(S1)COC1=CC=CC(=N1)C1=CC(=C(CC2=NC3=C(N2C[C@H]2OCC2)C=C(C=C3)C(=O)O)C=C1F)F)F (S)-2-(4-(6-((5-((3,3-difluorocyclobutyl)ethynyl)thiazol-2-yl)methoxy)pyridin-2-yl)-2,5-difluorobenzyl)-1-(oxetan-2-ylmethyl)-1H-benzo[d]imidazole-6-carboxylic acid